C1(=CC=CC=C1)N1C(C=2C(C(=O)N1)=CC=CC2)=O N-phenyl-phthalhydrazide